pentaerythritol dodecyl-thiopropionate C(CCCCCCCCCCC)C(C(=S)OCC(CO)(CO)CO)C